FC1=C(C(=CC=C1)F)N1N=C(C(=C1)NC1=CC=C(C=C1)C1=NC=NN1C(C)C)C(=O)N 1-(2,6-difluorophenyl)-4-((4-(1-isopropyl-1H-1,2,4-triazol-5-yl)phenyl)amino)-1H-pyrazole-3-carboxamide